dioxo-1',4',5',11'-tetrahydro-3'H,4H,7'H-spiro[isoxazole-5,6'-[2,7]methanopyrido[1,2-a][1,4]diazonine]-10'-carboxamide O=C1N2C(C=3N(C(C4(CC1)CC=NO4)C2)C=C(CC3)C(=O)N)=O